C[Si](C)(C)C(CO[Si](OCC)(OCC)CCCNCCN)([Si](C)(C)C)[Si](C)(C)C tris(trimethylsilyl)-N-(2-aminoethyl)-3-aminopropyltriethoxysilane